N1(N=CC=C1)CC1=CC2=C(C(=NO2)NS(=O)(=O)C2=C(C=CC3=C2OCCN3CC(F)(F)F)OC)C(=C1F)OC N-(6-((1H-pyrazol-1-yl)methyl)-5-fluoro-4-methoxybenzo[d]isoxazol-3-yl)-7-methoxy-4-(2,2,2-trifluoroethyl)-3,4-dihydro-2H-benzo[b][1,4]oxazine-8-sulfonamide